C(C)(C)(C)OC(=O)N1CC(C1)NC=1N=CC2=C(N1)N(C(C(=C2)C2=C(C(=CC=C2F)NS(=O)(=O)N2C[C@@H](CC2)F)F)=O)C 3-[[6-[2,6-difluoro-3-[[(3R)-3-fluoropyrrolidin-1-yl]sulfonylamino]phenyl]-8-methyl-7-oxopyrido[2,3-d]pyrimidin-2-yl]amino]azetidine-1-carboxylic acid tert-butyl ester